CN1N=C(C=C1)C1=NN2C(NC=3C=CC=CC3C2=N1)=O 2-(1-methyl-1H-pyrazol-3-yl)[1,2,4]triazolo[1,5-c]quinazolin-5(6H)-one